methyl 6-amino-4'-methyl-[1,1'-biphenyl]-3-carboxylate NC1=CC=C(C=C1C1=CC=C(C=C1)C)C(=O)OC